NC=1N=C(C2=C(N1)NC(=C2)C=2CCN(CC2)CC2CC2)C=2C(=C(C=CC2)N2C(C1=C(C=C(C=C1C=C2)C2CC2)F)=O)CO 2-(3-{2-amino-6-[1-(cyclopropylmethyl)-1,2,3,6-tetrahydropyridin-4-yl]-7H-pyrrolo[2,3-d]pyrimidin-4-yl}-2-(hydroxymethyl)phenyl)-6-cyclopropyl-8-fluoroisoquinolin-1(2H)-one